N,N-dimethyl-1,4-diazepane-1-carboxamide TFA salt OC(=O)C(F)(F)F.CN(C(=O)N1CCNCCC1)C